NC1=NC=2C=C(C(=CC2C2=C1C=NN2C)C(=O)N(CC2=NC=C(C=C2F)C#CC=2C(=NN(C2)C)C)C2CC2)F 4-amino-N-cyclopropyl-N-((5-((1,3-dimethyl-1H-pyrazol-4-yl)ethynyl)-3-fluoropyridin-2-yl)methyl)-7-fluoro-1-methyl-1H-pyrazolo[4,3-c]quinoline-8-carboxamide